N(C(=O)N)C1=NC=C(C(N1)=O)NC(=O)N 2,5-diureidopyrimidin-4(3H)-one